4-(cyclopentylmethyl-amino)-6-(2-furyl)pyrimidine-5-carbonitrile C1(CCCC1)CNC1=NC=NC(=C1C#N)C=1OC=CC1